[C@H](C)(CC)[C@H](N(C([C@@H](NC([C@@H](N(C(OC(C)(C)C)=O)C)C(C)(C)C1=CC=CC=C1)=O)C(C)C)=O)C)[C@@H](CC(=O)OC(C)(C)C)OC tert-Butyl (6S,9S,12S,13R)-12-((S)-sec-Butyl)-9-isopropyl-13-methoxy-2,2,5,11-tetramethyl-4,7,10-trioxo-6-(2-phenylpropan-2-yl)-3-oxa-5,8,11-triazapentadecan-15-oate